(3-Propyl-5-oxo-2,5-dihydrofuran-2-yl)acetic acid C(CC)C=1C(OC(C1)=O)CC(=O)O